Cl.N[C@@H]1[C@@H]([C@H]2CC[C@@H](C1)N2C=2N(C(C1=C(N2)NC=C1C1=C(C2=CN(N=C2C=C1)CC)Cl)=O)C)F 2-[(1R,2S,3S,5S)-3-amino-2-fluoro-8-azabicyclo[3.2.1]octan-8-yl]-5-(4-chloro-2-ethyl-2H-indazol-5-yl)-3-methyl-3H,4H,7H-pyrrolo[2,3-d]pyrimidin-4-one hydrochloride